(R)-3-(azidomethyl)-4-benzyl-1,4-oxazepane N(=[N+]=[N-])C[C@@H]1COCCCN1CC1=CC=CC=C1